4-oxo-2-thioxo-6-(m-tolyl)-1,2,3,4-tetrahydropyrimidine-5-carbonitrile O=C1NC(NC(=C1C#N)C=1C=C(C=CC1)C)=S